[P].C(C1=C(C=CC=C1)O)C1=C(C=CC=C1)O methylenebisphenol phosphorus